C(C)(C)(C)[S@](=O)N[C@H](C(=O)OCC)[C@@H](C=C)C1=CC2=CC=CC=C2C=C1 ethyl (2S,3S)-2-(((S)-tert-butylsulfinyl)amino)-3-(naphthalen-2-yl)pent-4-enoate